C(CCCCCCCCCCCCCCC)(=O)O[C@@H]1CCCN2C1=NC(=C(C2=O)CCN2CCC(CC2)C2=NOC1=C2C=CC(=C1)F)C |r| (±)-3-[2-[4-(6-fluoro-1,2-benzisoxazol-3-yl)-1-piperidinyl]ethyl]-6,7,8,9-tetrahydro-2-methyl-4-oxo-4H-pyrido[1,2-a]pyrimidin-9-yl hexadecanoate